C(C)OC(=O)C=1N(C2=CC=CC=C2C1)C(C)C 1-isopropyl-1H-indole-2-carboxylic acid ethyl ester